C1(=CC(=CC=C1)CN)CN Meta-xylylenediamine